3-[ethoxy-bis(3,6,9,12,15-pentaoxaoctacosan-1-yloxy)silyl]-1-propanethiol C(C)O[Si](CCCS)(OCCOCCOCCOCCOCCOCCCCCCCCCCCCC)OCCOCCOCCOCCOCCOCCCCCCCCCCCCC